FC(C1=NC(=NC(=N1)C(F)(F)F)N1C(C=2NC3=CC=C(C=C3C2CC1)Cl)C[C@@H](C(=O)N)C)(F)F (2S)-3-{2-[4,6-bis(trifluoromethyl)-1,3,5-triazin-2-yl]-6-chloro-2,3,4,9-tetrahydro-1H-pyrido[3,4-b]indol-1-yl}-2-methylpropanamide